N-(6-methoxypyridin-3-yl)-2-[methyl[2-(1,6-naphthyridin-7-yl)-5H,6H,7H-cyclopenta[d]pyrimidin-4-yl]amino]acetamide COC1=CC=C(C=N1)NC(CN(C=1C2=C(N=C(N1)C1=NC=C3C=CC=NC3=C1)CCC2)C)=O